ClC1=CC=C(C(=N1)C=1C=NN(C1)C)NC(C)C=1C=2C=3C(N(C(C2C=C(C1)C)=O)C)=NN(C3)C3CCN(CC3)C 9-(1-((6-Chloro-2-(1-methyl-1H-pyrazol-4-yl)pyridin-3-yl)amino)ethyl)-4,7-dimethyl-2-(1-methylpiperidin-4-yl)-2,4-dihydro-5H-pyrazolo[3,4-c]isoquinolin-5-one